S1C=NC2=C1C=C(C=C2)NC=2N=C(C1=C(N2)NC=C1)O[C@@H]1CN(CC[C@@H]1F)C(C=C)=O 1-((3R,4S)-3-((2-(benzo[d]thiazol-6-ylamino)-7H-pyrrolo[2,3-d]pyrimidin-4-yl)oxy)-4-fluoropiperidin-1-yl)prop-2-en-1-one